(S)-1-(2-amino-6-fluorobenzyl)-3,4-dimethyl-2-oxo-N-(2,4,6-trifluorobenzyl)-1,2,3,4-tetrahydro-quinazoline-7-carboxamide NC1=C(CN2C(N([C@H](C3=CC=C(C=C23)C(=O)NCC2=C(C=C(C=C2F)F)F)C)C)=O)C(=CC=C1)F